(terphenylyl)(dibenzofuranylphenyl)(carbazolylbiphenylyl)amine C1(=C(C=CC=C1)N(C1=C(C=CC=C1C1=CC=CC=2C3=CC=CC=C3NC12)C1=CC=CC=C1)C1=C(C=CC=C1)C1=CC=CC=2OC3=C(C21)C=CC=C3)C=3C(=CC=CC3)C3=CC=CC=C3